6,6'-dihydroxyethoxy-4,4,4',4',7,7'-hexamethyl-2,2'-spirobichroman OC=1C=C2C(C(C3(OC2=CC1C)OC1=CC(=C(C=C1C(C3)(C)C)O)C)OCC)(C)C